C(C1=CC=CC=C1)(=O)N1C[C@H](N(CC1)C(C(=O)C1=CNC2=NC=CC(=C21)OCCOCCOCCOCCOCCOCCCNC(CCC(=O)N)=O)=O)C N4-(1-((3-(2-((R)-4-benzoyl-2-methylpiperazin-1-yl)-2-oxoacetyl)-1H-pyrrolo[2,3-b]pyridin-4-yl)oxy)-3,6,9,12,15-pentaoxaoctadecan-18-yl)succinamide